4-(3-(imidazo[1,2-a]pyridin-3-yl)pyrrolidin-1-yl)-6-isopropylpyrimidin-2-amine N=1C=C(N2C1C=CC=C2)C2CN(CC2)C2=NC(=NC(=C2)C(C)C)N